BrC=1C(=C(NC(C)C)C(=CC1)[N+](=O)[O-])F 3-bromo-2-fluoro-6-nitro-N-propan-2-ylaniline